C(C)N(CCCOC(=O)OCC(COC(CCCCCCC\C=C/C\C=C/CCCCC)=O)CCCCC(=O)OC(CCCCCCCC)CCCCCCCC)CC.N1=C(C=CC=C1)C=1C(=NC=CC1)C(N)=S (pyridin-2-yl)pyridin-2-thioamide 2-((((3-(diethylamino)propoxy)carbonyl)oxy)methyl)-7-(heptadecan-9-yloxy)-7-oxoheptyl-(9Z,12Z)-octadeca-9,12-dienoate